(diazo) borate B1(O[N+](=[N-])O1)[O-]